The molecule is a fatty amide resulting from the formal condensation of the carboxy group of (Z)-dodec-2-enoic acid with the amino group of pyrrolidine. It is an enamide, a fatty amide and a tertiary carboxamide. It derives from a pyrrolidine. CCCCCCCCC/C=C\\C(=O)N1CCCC1